decyl α-dimethylethoxysilylpropionate C[Si](C(C(=O)OCCCCCCCCCC)C)(OCC)C